6-{[6-Fluoro-3-(5-formylpyridin-2-yl)-2-methoxyphenyl]amino}-N-[(1R,2S)-2-fluorocyclopropyl]-8-(methylamino)imidazo[1,2-b]pyridazine-3-carboxamide FC1=CC=C(C(=C1NC=1C=C(C=2N(N1)C(=CN2)C(=O)N[C@H]2[C@H](C2)F)NC)OC)C2=NC=C(C=C2)C=O